N-propoxytrimethylammonium C(CC)O[N+](C)(C)C